(R)-2-(4-(4-fluoropyrazolo[1,5-a]pyridin-2-yl)-1,4,6,7-tetrahydro-5H-imidazo[4,5-c]pyridin-5-yl)-5-(3-methylpyridin-2-yl)-1,3,4-oxadiazole FC=1C=2N(C=CC1)N=C(C2)[C@@H]2N(CCC1=C2N=CN1)C=1OC(=NN1)C1=NC=CC=C1C